CC1(OB(OC1(C)C)C=1C=C2C(=NC=NC2=CC1)N)C 6-(4,4,5,5-tetramethyl-1,3,2-dioxaborolan-2-yl)quinazolin-4-amine